N1-(4-((5-azido-7-(butylamino)-2H-pyrazolo[4,3-d]pyrimidin-2-yl)methyl)-3,5-dimethoxybenzyl)-N1-methylbutane-1,4-diamine N(=[N+]=[N-])C=1N=C(C=2C(N1)=CN(N2)CC2=C(C=C(CN(CCCCN)C)C=C2OC)OC)NCCCC